C(C)(C)(C)C=1C=C(CSCCCCCCCCCC(=O)[O-])C=C(C1O)C(C)(C)C 3,5-di-tert-butyl-4-hydroxybenzylmercaptooctylacetate